(diacetyl)-2'-O-propargyl-guanosine methyl-N-[5-[8-acetamido-6-[(4-fluoro-3-methoxy-phenyl)-methyl-carbamoyl]imidazo[1,2-a]pyridin-3-yl]-2-pyridyl]carbamate CN(C(=O)OC[C@@H]1[C@H]([C@H]([C@@H](O1)N1C=NC=2C(=O)NC(N(C(C)=O)C(C)=O)=NC12)OCC#C)O)C1=NC=C(C=C1)C1=CN=C2N1C=C(C=C2NC(C)=O)C(N(C)C2=CC(=C(C=C2)F)OC)=O